FC1(CCN(CC1)C1=NC2=CC(=C(C=C2C(=N1)NC1=NC=CC=C1)OC)C#CCN1CCCC1)F 2-(4,4-difluoropiperidin-1-yl)-6-methoxy-N-(pyridin-2-yl)-7-(3-(pyrrolidin-1-yl)prop-1-yn-1-yl)quinazolin-4-amine